Tert-Butyl N-methyl-N-[2-(2-prop-2-ynoxyethoxy)ethyl]carbamate CN(C(OC(C)(C)C)=O)CCOCCOCC#C